O1[C@@H](C1)CO |r| (+/-)-oxiran-2-ylmethanol